CC(C)C1=CC=C(C=C1)S(=O)(=O)[O-].[Na+] Sodium P-CumeneSulfonate